4-(((1-(1-(3-chloro-5-fluorophenyl)ethyl)-4-fluoropiperidin-4-yl)methoxy)methyl)-5-cyclopropyl-N-(ethylsulfonyl)-2-fluorobenzamide ClC=1C=C(C=C(C1)F)C(C)N1CCC(CC1)(F)COCC1=CC(=C(C(=O)NS(=O)(=O)CC)C=C1C1CC1)F